BrC=1C=C(C(=NC1)C(=O)OC)OCC1=CC=C(C=C1)OC methyl 5-bromo-3-[(4-methoxyphenyl)methoxy]pyridine-2-carboxylate